6-bromo-3-methoxy-1,3-dimethyl-2-oxoindoline-5-carboxylic acid methyl ester COC(=O)C=1C=C2C(C(N(C2=CC1Br)C)=O)(C)OC